C1(=CC=CC=C1)C=1OC2=C(N1)C=CC(=C2)C2=CC=C(C=C2)C2=CC=C(C=C2)N 4'-(2-phenyl-benzooxazole-6-yl)-[1,1']biphenyl-4-yl-amine